1-Methyl-5-((2-nitrophenyl)-amino)-1H-pyrazole-4-carbaldehyde CN1N=CC(=C1NC1=C(C=CC=C1)[N+](=O)[O-])C=O